8-methoxy-4-phenyl-5H-pyrido[3,2-b]indole COC1=CC=2C3=C(NC2C=C1)C(=CC=N3)C3=CC=CC=C3